ClC(OC1=CC=C(C=C1)NC(=O)C=1C=C(C2=C(OCCN2C(C)C)C1)C1=CC=NN1)(F)F N-(4-(chlorodifluoromethoxy)phenyl)-4-isopropyl-5-(1H-pyrazol-5-yl)-3,4-dihydro-2H-benzo[b][1,4]oxazine-7-carboxamide